OC[C@H]1O[C@H]([C@@H]([C@H]([C@@H]1O)O)O)C1=CC(=C(C=C1)C)CC1=CC=C2CCCNC2=C1 (2R,3S,4R,5R,6S)-2-Hydroxymethyl-6-[4-methyl-3-(1,2,3,4-tetrahydroquinolin-7-ylmethyl)-phenyl]-tetrahydro-pyran-3,4,5-triol